3-(3-(4-amino-2-(6-chloro-1-(3,3,4,4,4-pentafluorobutyl)-1H-indazol-3-yl)-5-methyl-6-thioxo-6,7-dihydro-5H-pyrrolo[2,3-d]pyrimidin-5-yl)phenyl)-2,2-dimethylpropanoic acid NC=1C2=C(N=C(N1)C1=NN(C3=CC(=CC=C13)Cl)CCC(C(F)(F)F)(F)F)NC(C2(C)C=2C=C(C=CC2)CC(C(=O)O)(C)C)=S